4-methylpiperazine-1-carboxylic acid [(2s,3s,4E,6r,7s,10r)-2-[(E)-1-(3-cyclopropylsulfonylphenyl) prop-1-en-2-yl]-10-hydroxy-3,7-dimethyl-12-oxo-1-oxocyclododec-4-en-6-yl] ester C1(CC1)S(=O)(=O)C=1C=C(C=CC1)\C=C(/C)\[C@H]1C(C(C[C@@H](CC[C@@H]([C@H](/C=C/[C@@H]1C)OC(=O)N1CCN(CC1)C)C)O)=O)=O